3-(Difluoromethyl)-1-methyl-1H-pyrazole FC(C1=NN(C=C1)C)F